FC1(OC2=C(S1)C=CC=C2)F 2,2-difluorobenzo[d][1,3]oxathiol